3-(3-chloro-5-fluorophenyl)-1,3-oxazinan-2-one ClC=1C=C(C=C(C1)F)N1C(OCCC1)=O